(4-(tert-butyl)phenyl)-5-hydroxy-2-methyl-4-(piperidin-1-ylmethyl)-1H-indole-3-carboxylic acid ethyl ester C(C)OC(=O)C1=C(N(C2=CC=C(C(=C12)CN1CCCCC1)O)C1=CC=C(C=C1)C(C)(C)C)C